ClC=1C(=CC(=C(C(=O)NC2=CC(=NC=C2)SNC)C1)OC1=C(C=C(C=C1)C#N)OC)C(F)(F)F (R)-5-chloro-2-(4-cyano-2-methoxyphenoxy)-N-(2-(S-methylamino-sulfanyl)pyridin-4-yl)-4-(trifluoromethyl)benzamide